6-amino-5-bromo-2-(methylsulfanyl)pyrimidine-4-carbonitrile NC1=C(C(=NC(=N1)SC)C#N)Br